4-((3,4-dichloro-2,5-dioxo-2,5-dihydro-1H-pyrrol-1-yl)methyl)cyclohexane-1-carboxylic acid ClC=1C(N(C(C1Cl)=O)CC1CCC(CC1)C(=O)O)=O